NCC(C(CO)O)O 1-amino-2,3,4-butantriol